C(N1N=CC=C1)([2H])([2H])[2H] 1-(methyl-d3)-1H-pyrazole